(2S)-2-amino-3,3-dicyclohexyl-N-(2-(2-hydroxypropan-2-yl)-2-(2-oxo-4-(trifluoromethyl)imidazolidin-1-yl)-2,3-dihydro-1H-inden-5-yl)propanamide N[C@H](C(=O)NC=1C=C2CC(CC2=CC1)(N1C(NC(C1)C(F)(F)F)=O)C(C)(C)O)C(C1CCCCC1)C1CCCCC1